C1(CC1)C1=C(C=C(C=C1)C(NC(=O)C1N(CC(C1)F)C(CC1=NN(C2=CC=CC=C12)C)=O)C1=CC=CC=C1)F N-[(4-cyclopropyl-3-fluorophenyl)(phenyl)methyl]-4-fluoro-1-[2-(1-methyl-1H-indazol-3-yl)acetyl]pyrrolidine-2-carboxamide